[Li+].C(C)(C)(C)OC(=O)NC1CCN(CC1)C1=C(C(=O)[O-])C=CN=C1 3-(4-((tert-butoxycarbonyl)amino)piperidin-1-yl)isonicotinic acid, lithium salt